CSC=1C=CC2=C(C=NCS2)C1 6-(Methylsulfanyl)-2H-benzo[e][1,3]thiazine